ClC1=C(C=NN/C(/N)=N/[H])C=CC=C1 (E)-2-(2-chlorobenzylidene)hydrazine-1-carboximidamide